NC1=NN2C(C=C(C=C2)C=2C=NC(=C(C(=O)O)C2)OC)=N1 5-(2-amino-[1,2,4]triazolo[1,5-a]pyridin-7-yl)-2-methoxynicotinic acid